3-(difluoromethoxy)-4-(3-methyl-4-methylsulfonyl-phenyl)-1-tetrahydropyran-2-yl-pyrazolo[4,3-b]pyridin-5-one FC(OC1=NN(C2=C1N(C(C=C2)=O)C2=CC(=C(C=C2)S(=O)(=O)C)C)C2OCCCC2)F